C1(=CC=CC=C1)CS(=O)(=O)NC1=CC=C(CN2CCN(CC2)CCC(=O)NO)C=C1 3-(4-(4-(N-phenylmethylsulfonylamino)benzyl)piperazin-1-yl)-N-hydroxypropionamide